6-((3,5-difluoropyridin-2-yl)amino)-N-ethoxy-4-((5-fluoro-3-(5-fluoropyrimidin-2-yl)-2-methoxyphenyl)amino)nicotinamide FC=1C(=NC=C(C1)F)NC1=NC=C(C(=O)NOCC)C(=C1)NC1=C(C(=CC(=C1)F)C1=NC=C(C=N1)F)OC